NC1=C2C=3C(=C4C(=NC3C=C1)C1=CC3=C(C(N1C4)=O)COC([C@]3(O)CC)=O)C(=CS2)Cl (S)-4-amino-1-chloro-9-ethyl-9-hydroxy-12,15-dihydro-13H-pyrano[3',4':6,7]indolizino[1,2-b]thiopyrano[4,3,2-de]quinoline-10,13(9H)-dione